FC1=C(C#N)C=C(C(=C1)C1=NC=C(N=C1)N(C)[C@@H]1[C@@H]([C@H]2CC[C@@H](C1)N2)F)O 2-fluoro-4-(5-{[(1R,2R,3S,5S)-2-fluoro-8-azabicyclo[3.2.1]octan-3-yl](methyl)amino}pyrazin-2-yl)-5-hydroxybenzonitrile